(phenyl)[(phenyl)(dimethylfluorenyl)triazinylphenyl]dibenzothiophene tert-butyl-6-([1,1'-biphenyl]-3-ylmethyl)-7-((1-methylethyl)sulfonamido)-5-azaspiro[2.4]heptane-5-carboxylate C(C)(C)(C)OC(=O)N1CC2(CC2)C(C1CC=1C=C(C=CC1)C1=CC=CC=C1)NS(=O)(=O)C(C)C.C1(=CC=CC=C1)C1=C(C2=C(SC3=C2C=CC=C3)C=C1)C1=C(C(=C(C=C1)C1=CC=CC=C1)C1=C(C(=CC=3C2=CC=CC=C2CC13)C)C)C1=NN=NC=C1